5-(trifluoromethyl)-1,2,4-triazin-3-amine FC(C=1N=C(N=NC1)N)(F)F